N-(2-ethylpyridin-4-yl)-2-[(3R)-3-methyl-[1,4'-bipiperidin]-1'-yl]-1,3-thiazole-5-carboxamide C(C)C1=NC=CC(=C1)NC(=O)C1=CN=C(S1)N1CCC(CC1)N1C[C@@H](CCC1)C